2-(3'-(3-(2-hydroxy-7-azaspiro[3.5]non-7-yl)propoxy)-2,2'-dimethyl-[1,1'-biphenyl]-3-yl)-6,7-dihydrothiazolo[5,4-c]pyridine-5(4H)-carboxylic acid tert-butyl ester C(C)(C)(C)OC(=O)N1CC2=C(CC1)N=C(S2)C=2C(=C(C=CC2)C2=C(C(=CC=C2)OCCCN2CCC1(CC(C1)O)CC2)C)C